NCCCC1OCC2(CO1)COC(OC2)CCCN 3,9-bis(3-aminopropyl)-2,4,8,10-tetraoxaspiro[5.5]-undecane